(E)-N-methyl-N-(5,6,7,8-tetrahydro-1,6-naphthyridin-3-yl)but-2-enamide dihydrochloride Cl.Cl.CN(C(\C=C\C)=O)C=1C=NC=2CCNCC2C1